1-(3-hydroxy-4-(4,4,5,5-tetramethyl-1,3,2-dioxaborolan-2-yl)phenyl)-1H-imidazole-4-carbonitrile OC=1C=C(C=CC1B1OC(C(O1)(C)C)(C)C)N1C=NC(=C1)C#N